O[C@H]1C[C@H](CCC1)CC(=O)O (2S)-2-[(1S,3R)-3-hydroxycyclohexyl]acetic acid